C(C)OC(=O)C1CC=2C=3C(=NCC4=NN=C(N4C3SC2C1)C=1N=NC=CC1)C1=C(C=CC=C1F)F 9-(2,6-difluorophenyl)-3-pyridazin-3-yl-16-thia-2,4,5,8-tetraazatetracyclo[8.6.0.02,6.011,15]hexadeca-1(10),3,5,8,11(15)-penta-ene-13-carboxylic acid ethyl ester